CN(C#N)C1=CC=C(C=C1)C1=C(C=CC=C1)NC1=CC=C(C=C1)C(F)(F)F N-methyl-N-(2'-((4-(trifluoromethyl)phenyl)amino)-[1,1'-biphenyl]-4-yl)cyanamide